O(C1=CC=CC=C1)C(=O)OCC(=O)OC(C)(C)C tert-butyl 2-phenoxycarbonyloxyacetate